C1(CC1)CN(C1=CC=CC=C1)C1=CC=C(C=N1)C1CN(C1)C(CC[C@H]1NC(OC1)=O)=O (4R)-4-[3-[3-[6-[N-(Cyclopropyl-methyl)anilino]-3-pyridyl]azetidin-1-yl]-3-oxo-propyl]oxazolidin-2-one